BrC1=C(SC2=C1N=C(NC2=O)Cl)C 7-bromo-2-chloro-6-methyl-3H-thieno[3,2-d]pyrimidin-4-one